CC1=NOC=N1 3-methyl-[1,2,4]oxadiazol